4-chloro-N-[4-(1,1-dioxido-4-oxo-1,2,5-thiadiazolidin-2-yl)-3-fluoro-5-hydroxyphenyl]benzenesulfonamide ClC1=CC=C(C=C1)S(=O)(=O)NC1=CC(=C(C(=C1)O)N1S(NC(C1)=O)(=O)=O)F